The molecule is an indole alkaloid of the curare family. A neuroblocker, it is often used in chloride form as an anesthesia adjuvant. It has a role as a muscle relaxant. C=CC[N@@+]12[C@@H]3[C@]4(C5=CC=CC=C5N/6[C@H]4/C(=C\\N7[C@H]8/C(=C6)/[C@@H]9/C(=C\\CO)/C[N@+]4([C@H]([C@]8(C5=CC=CC=C75)CC4)C9)CC=C)/[C@@H](C3)/C(=C\\CO)/C1)CC2